fluoro-4-(4-morpholinyl)aniline FNC1=CC=C(C=C1)N1CCOCC1